FC1=C(SC(=C1)C1CCNCC1)C(=O)NC1=CC2=C(N=C(S2)C)C(=C1)F 3-fluoro-N-(4-fluoro-2-methyl-1,3-benzothiazol-6-yl)-5-(piperidin-4-yl)-thiophene-2-carboxamide